C1(CC1)C1=CC(=NN1)C(C)C 5-cyclopropyl-3-isopropylpyrazole